BrC=1C(=C(C=CC1)C=1C(=CC=CC1)C1=CC=CC=C1)Br dibromoterphenyl